ethyl 6-methyl-5-(2-((7-(5-methyl-1,2,4-oxadiazol-3-yl)isoquinolin-1-yl)amino)ethyl)-4,5,6,7-tetrahydropyrazolo[1,5-a]pyrazine-2-carboxylate CC1N(CC=2N(C1)N=C(C2)C(=O)OCC)CCNC2=NC=CC1=CC=C(C=C21)C2=NOC(=N2)C